C(C)(C)(C)C1=NN(C(=C1)NC(=O)NC1=C(C=C(C=C1)OC1=C2C(=NC=C1)NC=C2C)F)C2=CC=CC=C2 1-(3-(tert-butyl)-1-phenyl-1H-pyrazol-5-yl)-3-(2-fluoro-4-((3-methyl-1H-pyrrolo[2,3-b]pyridin-4-yl)oxy)phenyl)urea